O=C1C=C(NC2=CC=NC=C12)C#N 4-oxo-1,4-dihydro-1,6-naphthyridine-2-carbonitrile